t-butyl N-[4-(3-bromo-4-nitro-phenoxy)-3,5-dichlorophenyl]carbamate BrC=1C=C(OC2=C(C=C(C=C2Cl)NC(OC(C)(C)C)=O)Cl)C=CC1[N+](=O)[O-]